NC=1C=2N(C3=CC(=C(C=C3N1)F)C(=O)N1[C@@H]3[C@H](CCC1)OC1=NC(=CC=C13)C(F)(F)F)C=NC2 (4-amino-7-fluoroimidazo[1,5-a]quinoxalin-8-yl)((4aS,9bS)-7-(trifluoromethyl)-3,4,4a,9b-tetrahydrofuro[2,3-b:4,5-b']dipyridin-1(2H)-yl)methanone